2-((4-(2-chloro-4-fluorophenyl)-2-oxo-2H-pyrano[2,3-b]pyridin-7-yl)(methyl)amino)acetamide ClC1=C(C=CC(=C1)F)C1=CC(OC2=NC(=CC=C21)N(CC(=O)N)C)=O